C(C)(C)(C)OC(=O)N1[C@H]([C@H](CC1)NS(=O)(=O)C)CC1=CC(=CC=C1)Br (2S,3S)-2-(3-bromobenzyl)-3-((methylsulfonyl)amino)pyrrolidine-1-carboxylic acid tert-butyl ester